(5R)-2-(2-Fluoro-4-methyl-sulfonylphenyl)-5-methyl-6,7-dihydro-5H-pyrazolo[5,1-b][1,3]oxazine-3-carboxylic acid FC1=C(C=CC(=C1)S(=O)(=O)C)C1=NN2C(O[C@@H](CC2)C)=C1C(=O)O